((3-chloro-4-((5-chloropyrazin-2-yl)thio)pyridin-2-yl)imino)dimethyl-lambda6-Thioketone ClC=1C(=NC=CC1SC1=NC=C(N=C1)Cl)N=S(C)(C)=C=O